COC1=CC(=C(C=C1OC)NC(=O)C=1OC2=CC=CC=C2C(C1)=O)C(NC1=CC=C(C=C1)CCN(CC1=CC(=CC=C1)C=1N=CSC1)C)=O N-(4,5-dimethoxy-2-((4-(2-(methyl(3-(thiazol-4-yl)benzyl)amino)ethyl)phenyl)carbamoyl)phenyl)-4-oxo-4H-chromene-2-carboxamide